5-(4-(2-(4-(3-(4-chloro-3-ethyl-1H-pyrrolo[2,3-b]pyridin-5-yl)phenyl)-3-oxopiperazin-1-yl)ethyl)piperazin-1-yl)-2-(2,6-dioxopiperidin-3-yl)isoindoline-1,3-dione ClC1=C2C(=NC=C1C=1C=C(C=CC1)N1C(CN(CC1)CCN1CCN(CC1)C=1C=C3C(N(C(C3=CC1)=O)C1C(NC(CC1)=O)=O)=O)=O)NC=C2CC